C1(=CC=CC=C1)N1N=CC(=C1)N 1-phenylpyrazol-4-amine